C(=O)C1=CCC2C1C(OC=C2C(=O)OC)OC methyl 7-formyl-1-methoxy-1,4a,5,7a-tetrahydrocyclopenta[c]pyran-4-carboxylate